C(#N)N1CC2(C(NC3=CC(=CC=C3C2)C=2C=C(C=CC2)NC(C)=O)=O)CC1 N-(3-(1-cyano-2'-oxo-1',4'-dihydro-2'H-spiro[pyrrolidine-3,3'-quinolin]-7'-yl)phenyl)acetamide